3-((5-methoxypiperidin-3-yl)methoxy)-2-(trifluoromethyl)pyridine hydrochloride Cl.COC1CC(CNC1)COC=1C(=NC=CC1)C(F)(F)F